n-octylphosphonium nitrate [N+](=O)([O-])[O-].C(CCCCCCC)[PH3+]